O=C1C=CN=C2N1C(CC2)C(=O)OC methyl 4,6,7,8-tetrahydro-4-oxo-pyrrolo[1,2-a]pyrimidine-6-carboxylate